OC1=CC(=CC(=N1)C1CCC(CC1)=O)C 4-(6-hydroxy-4-methylpyridin-2-yl)cyclohexan-1-one